(2S,3S,4R,5R)-2-fluoro-2-(hydroxymethyl)-5-(4-methoxy-7H-pyrrolo[2,3-d]pyrimidin-7-yl)tetrahydrofuran-3,4-diol F[C@@]1(O[C@H]([C@@H]([C@@H]1O)O)N1C=CC2=C1N=CN=C2OC)CO